benzyl 3-(6-(bromomethyl)-4-chloro-7-(1,3-difluoropropan-2-yl)-7H-pyrrolo[2,3-d]pyrimidin-5-yl)-5-cyclopropylisoxazole-4-carboxylate BrCC1=C(C2=C(N=CN=C2Cl)N1C(CF)CF)C1=NOC(=C1C(=O)OCC1=CC=CC=C1)C1CC1